FC1(CC(N(C1)C(=O)C=1N=C2N(N1)[C@@H](C[C@@H]2F)C2=CC=CC=C2)CO)F |r| [4,4-difluoro-2-(hydroxymethyl)pyrrolidin-1-yl]-[rac-(5S,7S)-7-fluoro-5-phenyl-6,7-dihydro-5H-pyrrolo[1,2-b][1,2,4]triazol-2-yl]methanone